FC=1C=C2CCC(C2=C(C1C=1C=C2C(=CN1)NN=C2C2=CC=C(C=C2)N2CCN(CC2)C)OC)N 5-fluoro-7-methoxy-6-(3-(4-(4-methylpiperazin-1-yl)phenyl)-1H-pyrazolo[3,4-c]pyridin-5-yl)-2,3-dihydro-1H-inden-1-amine